NC1=C(C=C2C(=C1)OCO2)N 1,2-diamino-4,5-methylenedioxybenzene